BrC1=NC=C(C(=O)O)C=C1F 6-bromo-5-fluoronicotinic acid